N-[(4S)-1-methyl-2,6-dioxo-piperidine-4-carbonyl]-L-histidyl-L-prolinamide CN1C(CC(CC1=O)C(=O)N[C@@H](CC1=CNC=N1)C(=O)N1[C@@H](CCC1)C(=O)N)=O